3-((3,5-difluoro-4-((1-methyl-1H-pyrazol-4-yl)oxy)benzyl)oxy)-7,8,8a,9-tetrahydropyrrolo[1',2':3,4]imidazo[1,2-c]pyrimidin-1(6H)-one FC=1C=C(COC=2C=C3N(C(N2)=O)CC2N3CCC2)C=C(C1OC=1C=NN(C1)C)F